CN(C)\C=N\C([C@H](C)NC(OCC1=CC=CC=C1)=O)=O (S)-(E)-Benzyl (1-(((dimethylamino)methylene)amino)-1-oxopropan-2-yl)carbamate